N-cyclopropyl-4-(3-hydroxypiperidin-1-yl)-3-(3-(3-(trifluoromethyl)phenyl)ureido)benzenesulfonamide C1(CC1)NS(=O)(=O)C1=CC(=C(C=C1)N1CC(CCC1)O)NC(=O)NC1=CC(=CC=C1)C(F)(F)F